C(CCCCCC)(=O)ONC(CCCCCC)=O N-(heptanoyloxy)heptanamide